CN([C@@H]1C[C@@H](CC1)NC(OC(C)(C)C)=O)C1=CC=C(C=C1)C(F)(F)F tert-butyl ((1R,3S)-3-(methyl(4-(trifluoromethyl)phenyl)amino)cyclopentyl)-carbamate